[Pd](Cl)Cl.C(C)(C)(C)P([C-]1C=CC=C1)C(C)(C)C.[C-]1(C=CC=C1)P(C(C)(C)C)C(C)(C)C.[Fe+2] [1,1'-bis(di-t-butylphosphino)ferrocene] palladium dichloride